CC1=NOC(=C1)CNC=1C2=C(N=C(N1)N1C[C@@H](CCC1)C1=C(C=CC=C1)C)NC=C2 N-[(3-methyl-1,2-oxazol-5-yl)methyl]-2-[(3S)-3-(2-methylphenyl)piperidin-1-yl]-7H-pyrrolo[2,3-d]pyrimidin-4-amine